N-(2-(2-methylpyrimidin-4-yl)-1H-pyrrolo[3,2-c]pyridin-6-yl)cyclopropanecarboxamide CC1=NC=CC(=N1)C1=CC=2C=NC(=CC2N1)NC(=O)C1CC1